tert-butyl (3R,5R)-6-cyano-3,5-dihydroxyhexanoate C(#N)C[C@H](C[C@H](CC(=O)OC(C)(C)C)O)O